C(C)C=1OC(=CC1NC(NS(N(C1CN(CCC1)C)C=1C=NN(C1)C)(=O)=O)=O)CC 3-(2,5-Diethylfuran-3-yl)-1-[(1-methyl-1H-pyrazol-4-yl)(1-methylpiperidin-3-yl)sulfamoyl]urea